ClC1=CC=CC=2N1C(=CN2)C(NC(=O)[C@@H]2[C@H]1C([C@H]1CN2C([C@H](C(C)(C)C)NC(C(F)(F)F)=O)=O)(C)C)C#N (1R,2S,5S)-N-[(5-chloroimidazo[1,2-a]pyridin-3-yl)-cyano-methyl]-3-[(2S)-3,3-dimethyl-2-[(2,2,2-trifluoroacetyl)amino]butanoyl]-6,6-dimethyl-3-azabicyclo[3.1.0]hexane-2-carboxamide